4-Amino-8-[2-fluoro-5-[(6-methoxy-2-pyridyl)methoxy]phenyl]-2-oxo-N-propyl-1H-quinoline-3-carboxamide NC1=C(C(NC2=C(C=CC=C12)C1=C(C=CC(=C1)OCC1=NC(=CC=C1)OC)F)=O)C(=O)NCCC